2-[4-[5-chloro-4-[[1-methyl-3-[2-(methylamino)-2-oxo-ethoxy]-2-oxo-6-quinolyl]amino]pyrimidin-2-yl]piperazin-1-yl]-N-[4-[(2,6-dioxo-3-piperidyl)amino]phenyl]acetamide ClC=1C(=NC(=NC1)N1CCN(CC1)CC(=O)NC1=CC=C(C=C1)NC1C(NC(CC1)=O)=O)NC=1C=C2C=C(C(N(C2=CC1)C)=O)OCC(=O)NC